5-Methoxy-2'-(4-methyl-5-phenyl-1H-imidazol-2-yl)-3,4'-bipyridine trifluoroacetate salt FC(C(=O)O)(F)F.COC=1C=C(C=NC1)C1=CC(=NC=C1)C=1NC(=C(N1)C)C1=CC=CC=C1